tert-butyl 4-(5-(1-(2,6-dioxopiperidin-3-yl)-3-methyl-2-oxo-2,3-dihydro-1H-benzo[d]imidazol-5-yl)pyrimidin-2-yl)-5,6-dihydropyridine-1(2H)-carboxylate O=C1NC(CCC1N1C(N(C2=C1C=CC(=C2)C=2C=NC(=NC2)C2=CCN(CC2)C(=O)OC(C)(C)C)C)=O)=O